ClCC(=O)[O-].[Cu+2].ClCC(=O)[O-] copper chloroacetate